1-(2-((1-acetylpiperidin-4-yl)oxy)-2-(2-methoxyphenyl)ethyl)-5-methyl-6-(oxazol-2-yl)-2,4-dioxo-1,4-dihydrothieno[2,3-d]pyrimidin C(C)(=O)N1CCC(CC1)OC(CN1C(NC(C2=C1SC(=C2C)C=2OC=CN2)=O)=O)C2=C(C=CC=C2)OC